5-[6-(7,8-dimethyl-[1,2,4]triazolo[4,3-b]pyridazin-6-yl)-7,8-dihydro-5H-1,6-naphthyridin-3-yl]-3-phenyl-isoxazole CC1=C(C=2N(N=C1N1CC=3C=C(C=NC3CC1)C1=CC(=NO1)C1=CC=CC=C1)C=NN2)C